N-[3-[2-[[1-(difluoromethyl)pyrazol-4-yl]amino]pyrimidin-4-yl]-1-methyl-indol-6-yl]prop-2-enamide FC(N1N=CC(=C1)NC1=NC=CC(=N1)C1=CN(C2=CC(=CC=C12)NC(C=C)=O)C)F